C(C)(C=C)(CCC=C(C)C)C(C(=O)[O-])C1=CC=CC=C1 Linalylphenylacetat